FC1=CC=C(C=C1)C(C(=O)NC1=NC=CC(=C1)C1=C(C2=NC=CC=C2N1)C1=NC=CC=C1)C (-)-2-(4-fluorophenyl)-N-{4-[3-(pyridin-2-yl)-1H-pyrrolo[3,2-b]pyridin-2-yl]pyridin-2-yl}propanamide